4-Methyl-1-(3-(3-(trifluoromethyl)phenyl)-1H-pyrazolo[3,4-b]pyrazin-6-yl)piperidin-4-amine CC1(CCN(CC1)C1=CN=C2C(=N1)NN=C2C2=CC(=CC=C2)C(F)(F)F)N